1-[(4S)-7,8-dichloro-6-(2,6-difluorophenyl)-4-methyl-4H-imidazo[1,2-a][1,4]benzodiazepine-2-Carbonyl]azetidine-3-carbonitrile ClC1=C(C=CC2=C1C(=N[C@H](C=1N2C=C(N1)C(=O)N1CC(C1)C#N)C)C1=C(C=CC=C1F)F)Cl